CC1([C@H](CC2=CC=CC=C12)NC=1C=CC(=NC1)[C@@H](C(F)(F)F)N(C(=O)[C@H]1CN(CCO1)C)C)C (R)-N-((S)-1-(5-(((S)-1,1-dimethyl-2,3-dihydro-1H-inden-2-yl)amino)pyridin-2-yl)-2,2,2-trifluoroethyl)-N,4-dimethylmorpholine-2-carboxamide